FC(C(=O)O)(F)F.NC=1C2=C(N=C(N1)[2H])C(=CC(=N2)C=2C=C(C=CC2)C#C[C@]2(C(N(CC2)C)=O)O)C2NCC2 (3R)-3-((3-(4-Amino-8-(azetidin-2-yl)pyrido[3,2-d]pyrimidin-6-yl-2-d)phenyl)ethynyl)-3-hydroxy-1-methylpyrrolidin-2-one trifluoroacetate